1-(3-Methyl-1-(piperidin-4-yl)-1H-indol-4-yl)dihydropyrimidine-2,4(1H,3H)-dione tert-Butyl-4-(4-bromo-3-methyl-1H-indol-1-yl)piperidine-1-carboxylate Potassium tert-butoxide CC(C)(C)[O-].[K+].C(C)(C)(C)OC(=O)N1CCC(CC1)N1C=C(C2=C(C=CC=C12)Br)C.CC1=CN(C2=CC=CC(=C12)N1C(NC(CC1)=O)=O)C1CCNCC1